O1COC2=C1C=CC(=C2)NCC2=CC=CC=C2 Benzo[d][1,3]dioxol-5-ylbenzylamine